CC1=NC(=CC2=C1N=C(O2)C2=CC(=C1C=C(N=NC1=C2)C2CCNCC2)F)C 4-[7-(4,6-dimethyl[1,3]oxazolo[4,5-c]pyridin-2-yl)-5-fluorocinnolin-3-yl]piperidin